COC=1C(=C(C(=CC1)C)NC(=O)C1=CN=C(S1)NC1=NN(C=C1C)C(C(=O)OC(C)(C)C)C)C tert-butyl 2-[3-[[5-[(3-methoxy-2,6-dimethyl-phenyl)carbamoyl]thiazol-2-yl]amino]-4-methyl-pyrazol-1-yl]propanoate